BrC=1C(=C2C=CC=N(C2=CC1)=O)F 6-bromo-5-fluoro-1λ5-quinolin-1-one